[(9H-fluoren-9-ylmethoxy)carbonyl]-L-α-aspartyl chloride C1=CC=CC=2C3=CC=CC=C3C(C12)COC(=O)N[C@@H](CC(O)=O)C(=O)Cl